C(C)OC(C(C1=C(C=C(C=C1OC)OC)OC)C1=C(C=C(C=C1)NC)C)=O 2-(2-methyl-4-(methylamino)phenyl)-2-(2,4,6-trimethoxyphenyl)acetic acid ethyl ester